ClC=1C=C(C(=NC1)N1C([C@H](N(C(C1)=O)CC1=CC=C(C=C1)C(F)(F)F)[C@H](C)O)=O)F (R)-1-(5-chloro-3-fluoropyridin-2-yl)-3-((S)-1-hydroxyethyl)-4-(4-(trifluoromethyl)benzyl)piperazine-2,5-dione